C(C1=CC=CC=C1)OC=1C=C(C=CC1OCC1=CC=CC=C1)[C@@H](O)[C@H]1OC(OC1)(C)C (R)-(3,4-bis(benzyloxy)phenyl)((S)-2,2-dimethyl-1,3-dioxolan-4-yl)methanol